1-ethyl-1-heptylpiperidinium bis(trifluoromethylsulfonyl)imide salt [N-](S(=O)(=O)C(F)(F)F)S(=O)(=O)C(F)(F)F.C(C)[N+]1(CCCCC1)CCCCCCC